(6-Chloro-2,3-dihydro-1,4-benzodioxin-3-yl)-[1-[2-(dimethylamino)ethyl]-6-(5-methoxy-1H-pyrazol-4-yl)indol-3-yl]methanone ClC1=CC2=C(OCC(O2)C(=O)C2=CN(C3=CC(=CC=C23)C=2C=NNC2OC)CCN(C)C)C=C1